C(C)(=O)[O-].C(CCCCCC)[NH+]1CC(CC1)CCC 1-Heptyl-3-propylpyrrolidinium acetat